rac-Benzyl ((2S,3S,4R)-2,3-dimethyl-8-oxo-1,2,3,4,7,8-hexahydro-1,7-naphthyridin-4-yl)carbamate C[C@@H]1NC=2C(NC=CC2[C@@H]([C@H]1C)NC(OCC1=CC=CC=C1)=O)=O |r|